C(C1=CC=CC=C1)N1C(CC(CC1C=1N=NN(C1)C)C(=O)N(CC1=CC=C(C=C1)OC)C1=C(C=CC(=C1)C(F)(F)F)Br)C benzyl-N-[2-bromo-5-(trifluoromethyl)phenyl]-N-[(4-methoxyphenyl)methyl]-2-methyl-6-(1-methyltriazol-4-yl)piperidine-4-carboxamide